OC=1C(=C(C(=CC1)C)NC(=O)C1=CN=C(S1)NC1=NN(C=C1)[C@H]1CN(CC1)C(CC1CCNCC1)=O)C N-(3-Hydroxy-2,6-dimethyl-phenyl)-2-[[1-[(3R)-1-[2-(4-piperidyl)acetyl]pyrrolidin-3-yl]pyrazol-3-yl]amino]thiazole-5-carboxamide